6-Methyl-1-(3-(4-(cyclopentylcarbonyl)piperazine-1-carbonyl)benzyl)quinazoline-2,4(1H,3H)-dione CC=1C=C2C(NC(N(C2=CC1)CC1=CC(=CC=C1)C(=O)N1CCN(CC1)C(=O)C1CCCC1)=O)=O